1-[6-chloro-9-(1-methyl-1H-pyrazol-3-yl)-1,3,4,5-tetrahydro-2H-pyrrolo[3,2-c:4,5-c']dipyridin-2-yl]-2-methoxyethan-1-one ClC1=C2C(=C(N=C1)C1=NN(C=C1)C)C=1CN(CCC1N2)C(COC)=O